CS(=O)(=O)C=1C=CC=CC1 3-methanesulfonylbenzene